4-nitrophenyl 5-(((2-(butyrylthio) ethoxy)(phenoxy) phosphoryl) difluoromethyl)benzo[b]thiophene-2-carboxylate C(CCC)(=O)SCCOP(=O)(OC1=CC=CC=C1)C(C1=CC2=C(SC(=C2)C(=O)OC2=CC=C(C=C2)[N+](=O)[O-])C=C1)(F)F